C(C1=CC=CC=C1)OC(CCS(=O)(=O)C1=NC(=CC(=N1)C=1C=CCN(C1)CC1=CC(=C(C=C1)OC)OC)C=1SC=CC1)C1=CC=CC=C1 5-(2-((3-(benzyloxy)-3-phenylpropyl)sulfonyl)-6-(thiophen-2-yl)pyrimidin-4-yl)-1-(3,4-dimethoxybenzyl)pyridine